FC1(NCCC1)F 2,2-difluoropyrrolidine